N[C@H](C(=O)OC)CC1=CC(=C(C=C1)C)OC methyl (S)-2-amino-3-(3-methoxy-4-methylphenyl)propanoate